trimesyl trichloride C(C1=CC(C(=O)Cl)=CC(C(=O)Cl)=C1)(=O)Cl